2-((2-(4-(tert-butyl)pyridin-2-yl)-6-methyl-1H-indol-5-yl)thio)-2-methylpropanoic acid C(C)(C)(C)C1=CC(=NC=C1)C=1NC2=CC(=C(C=C2C1)SC(C(=O)O)(C)C)C